C(C1=CC=CC=C1)OC(=O)N[C@@H](C(=O)O)CCC(=O)OC(C)(C)C (2R)-2-{[(benzyloxy)carbonyl]amino}-5-tert-butoxy-5-oxopentanoic acid